COC(=O)C=1C=C(OCCCC(=O)O)C=CC1 4-(3-(methoxycarbonyl)phenoxy)butanoic acid